CN(C(C(CC)(C)C)=O)CC1=C(C=C(C=C1F)F)F N,2,2-trimethyl-N-(2,4,6-trifluorobenzyl)butanamide